O1C=CC2=C1C(=CC=C2)NC2=NNC1=CC(=CC=C21)[C@@H]2C[C@@]21C(NC2=CC=C(C=C12)OC)=O (1R,2S)-2-[3-(1-benzofuran-7-ylamino)-1H-indazol-6-yl]-5'-methoxy-1'H-spiro[cyclopropane-1,3'-indol]-2'-one